[Cr].[Br] bromine chromium